FC(C)(CN[C@@H](CC1=CNC2=CC=C(C=C12)C)C)F (R)-2,2-difluoro-3-((1-(5-methyl-1H-indol-3-yl)propan-2-yl)amino)propan